N(=[N+]=[N-])C[C@@]12C[C@H](N([C@H]2C1)C(CNC(=O)C=1C=CC=2C(C3=CC=CC=C3C2C1)(F)F)=O)C(=O)N[C@H](C)C=1SC=C(C1)C(N)=N (1S,3S,5S)-5-(azidomethyl)-N-((R)-1-(4-carbamimidoylthiophen-2-yl)ethyl)-2-((9,9-difluoro-9H-fluorene-3-carbonyl)glycyl)-2-azabicyclo[3.1.0]hexane-3-carboxamide